tert-butyl 4-((6-(7-(1-methyl-1H-pyrazol-4-yl)imidazo[1,2-a]pyridin-3-yl)pyridin-2-yl)amino)piperidine-1-carboxylate CN1N=CC(=C1)C1=CC=2N(C=C1)C(=CN2)C2=CC=CC(=N2)NC2CCN(CC2)C(=O)OC(C)(C)C